tert-butyl (3R)-3-((4-(2-(ethoxymethoxy)-6-methyl-4-(trifluoromethyl)phenyl)-6,7-dihydro-5H-cyclopenta[d]pyridazin-1-yl)amino)piperidine-1-carboxylate C(C)OCOC1=C(C(=CC(=C1)C(F)(F)F)C)C=1C2=C(C(=NN1)N[C@H]1CN(CCC1)C(=O)OC(C)(C)C)CCC2